FC(CC[Si](OC)(OC)C)(F)F (3,3,3-trifluoropropyl)methyl-dimethoxysilane